1-ethyl-8-((4-hydroxytetrahydro-2H-pyran-4-yl)methyl)-3-(4-(trifluoromethyl)phenyl)-2-thia-1,3,8-triazaspiro[4.5]decan-4-one 2,2-dioxide C(C)N1S(N(C(C12CCN(CC2)CC2(CCOCC2)O)=O)C2=CC=C(C=C2)C(F)(F)F)(=O)=O